OC1=CC=C(C=C1)Cl p-hydroxychlorobenzene